3-{8-amino-6-[1-(2,2,2-trifluoroethyl)-1H-pyrazol-4-yl]imidazo[1,2-a]pyrazin-3-yl}-N-(trans-4-hydroxycyclohexyl)-4-methylbenzenesulfonamide NC=1C=2N(C=C(N1)C=1C=NN(C1)CC(F)(F)F)C(=CN2)C=2C=C(C=CC2C)S(=O)(=O)N[C@@H]2CC[C@H](CC2)O